tert-butyl (2-((3-(1-isopropyl-2,3-dihydro-1H-pyrrolo[3,2-c]pyridin-6-yl)-1,2,4-thiadiazol-5-yl)amino)-5-(trifluoromethyl)pyridin-3-yl)(methyl)carbamate C(C)(C)N1CCC=2C=NC(=CC21)C2=NSC(=N2)NC2=NC=C(C=C2N(C(OC(C)(C)C)=O)C)C(F)(F)F